1,3,2-dioxaborolan-4,4-diacetic acid O1BOC(C1)(CC(=O)O)CC(=O)O